(2S)-2-[[(3R)-5-chloro-8-hydroxy-3-methyl-3,4-dihydro-1H-isochromene-7-carbonyl]amino]-3-phenylpropionic acid ClC1=C2C[C@H](OCC2=C(C(=C1)C(=O)N[C@H](C(=O)O)CC1=CC=CC=C1)O)C